O1COC(C2=C1C=CC=C2)=O 2,4-dihydro-1,3-benzodioxin-4-one